FC1(C=2N(CCC1)N=C(C2)NC(C2=CC(=C(C=C2)C)C#CC=2C=NC=CC2)=O)F N-(4,4-difluoro-6,7-dihydro-5H-pyrazolo[1,5-a]pyridin-2-yl)-4-methyl-3-[2-(3-pyridinyl)ethynyl]benzamide